BrC1=C(C=C(C(=O)N)C=C1)OC1CC1 4-bromo-3-cyclopropaneoxybenzamide